4-[4-(difluoromethyl)-1-(4-methylbenzenesulfonyl)-1H-pyrrolo[3,2-c]-pyridin-3-yl]-2-methyl-6-{[(1r,4r)-4-(trifluoromethyl)cyclohexyl]oxy}pyrimidine FC(C1=NC=CC2=C1C(=CN2S(=O)(=O)C2=CC=C(C=C2)C)C2=NC(=NC(=C2)OC2CCC(CC2)C(F)(F)F)C)F